C(C)(C)(C)OC(=O)N1CCC(CC1)C1=NC(=NC(=C1)C1=CC=CC=C1)NC1=CC=NC=C1.NC1=C(C=C(C=C1)N)N 1,2,4-triaminobenzene tert-butyl-4-(6-phenyl-2-(pyridin-4-ylamino)pyrimidin-4-yl)piperidine-1-carboxylate